5-(((1-methylpiperidin-4-yl)Methyl)-1-((2-(trimethylsilyl)ethoxy)methyl)-1,4,5,6-tetrahydropyrrolo[3,4-d]imidazol-2-yl)-1-(tetrahydro-2H-pyran-2-yl)-1H-indazole CN1CCC(CC1)CC1NCC=2N(C(=NC21)C=2C=C1C=NN(C1=CC2)C2OCCCC2)COCC[Si](C)(C)C